3-((4,4-bis(octyloxy)butanoyl)oxy)-2-((3-(diethylamino)propoxy)methyl)propyl (9Z,12Z)-octadeca-9,12-dienoate C(CCCCCCC\C=C/C\C=C/CCCCC)(=O)OCC(COC(CCC(OCCCCCCCC)OCCCCCCCC)=O)COCCCN(CC)CC